C(C)N1C=NC=C1CNC(C)=N N-((1-ethyl-1H-imidazol-5-yl)methyl)acetamidine